C[C@@H]1CN(C[C@@H](O1)C)C(=O)C1CCN(CC1)C1=C(C=CC=C1)NS(=O)(=O)C1=CC=C(C=C1)S(=O)(=O)N(C)C N4-(2-{4-[(2R,6S)-2,6-dimethylmorpholine-4-carbonyl]piperidin-1-yl}phenyl)-N1,N1-dimethylbenzene-1,4-disulfonamide